tert-butyl O2-methyl 2-(3-chloropropyl)pyrrolidine-1,2-dicarboxylate ClCCCC1(N(CCC1)C(=O)OC(C)(C)C)C(=O)OC